COC(C1=C(C(C(=O)OC)=CC(=C1)C(C)(C)C)I)=O 5-(tert-butyl)-2-iodoisophthalic acid dimethyl ester